7-fluoro-4-(3-phenylpropyl)-1-thioxo-2,4-dihydro-[1,2,4]triazolo[4,3-a]quinazolin-5(1H)-one FC=1C=C2C(N(C=3N(C2=CC1)C(NN3)=S)CCCC3=CC=CC=C3)=O